OC1=C(C(=CC(=C1)C)C)C=1C=CC=2C(=NC(=CN2)[C@@H]2CN(CC2)C(C)=O)N1 1-[(3S)-3-[6-(2-hydroxy-4,6-dimethyl-phenyl)pyrido[2,3-b]pyrazin-3-yl]pyrrolidin-1-yl]ethanone